FC1(CCC(CC1)/C=C/C=1C=C(C=CC1OC)N([2H])C(C=C)=O)F (E)-N-(3-(2-(4,4-Difluorocyclohexyl)vinyl)-4-methoxyphenyl)acrylamide-d